(2R)-N-{4-[7-{[(2S)-1,4-dioxan-2-yl]methoxy}-5-fluoro-3-(pyridin-2-yl)-1H-pyrrolo[3,2-b]pyridin-2-yl]pyridin-2-yl}-4,4-difluoro-2-(4-fluorophenyl)butanamide O1[C@@H](COCC1)COC1=C2C(=NC(=C1)F)C(=C(N2)C2=CC(=NC=C2)NC([C@H](CC(F)F)C2=CC=C(C=C2)F)=O)C2=NC=CC=C2